C(C)OP(OCC)(=O)C(C(C)=O)C(C)N [1-(1-aminoethyl)-2-oxopropyl]phosphonic acid diethyl ester